OCC=C[NH-] N-(hydroxymethyl)vinyl-amide